ethylzirconium trichloride [Cl-].[Cl-].[Cl-].C(C)[Zr+3]